1,3-diethyl-N-((1r,2r)-2-(2-hydroxyethyl)-1-methylcyclopropyl)-2,4-dioxo-1,2,3,4-tetrahydroquinazoline-6-sulfonamide C(C)N1C(N(C(C2=CC(=CC=C12)S(=O)(=O)N[C@]1([C@H](C1)CCO)C)=O)CC)=O